COC1=CC2=C(NC(=N2)[S@@](=O)CC2=NC=C(C(=C2C)OC)C)C=C1 (S)-5-methoxy-2-[[(4-methoxy-3,5-dimethyl-2-pyridyl)methyl]sulfinyl]-1H-benzimidazole